BrCCCCCCO[Si](OC(OC\C=C(\CCCC(CCCC(CCCC(C)C)C)C)/C)CCCCCCC\C=C/CCCCCCCC)(C)C (E)-1-bromo-10-((Z)-heptadec-8-en-1-yl)-8,8,14,18,22,26-hexamethyl-7,9,11-trioxa-8-silaheptacos-13-ene